C(CCC)[Sn](C=1SC(=CN1)C)(CCCC)CCCC tributyl-(5-methylthiazol-2-yl)stannane